N,N'-Bis-(4-aminophenyl)-1,4-diazacycloheptan NC1=CC=C(C=C1)N1CCN(CCC1)C1=CC=C(C=C1)N